C(C)(C)(C)OC(CC1(CCN(CC1)C1=C(C=C(C=C1)N)Cl)O)=O 2-[1-(4-amino-2-chloro-phenyl)-4-hydroxy-4-piperidinyl]acetic acid tert-butyl ester